C1(CCCCC1)[C@@H](C(=O)NC=1C=C2C(=NC1)CC(C2)(C(=O)NC)N2C(N[C@@H](C2)C(C)C)=O)NC(=O)C2=CC=NN2C 3-((S)-2-cyclohexyl-2-(1-methyl-1H-pyrazole-5-carboxamido)acetamido)-6-((R)-4-isopropyl-2-oxoimidazolidin-1-yl)-N-methyl-6,7-dihydro-5H-cyclopenta[b]pyridine-6-carboxamide